2-hydroxyethylvinylether OCCOC=C